O=C1NCCC(N1)=O 2,4-dioxotetrahydropyrimidin